2-methyl-4-[(6-{8-methyl-1H,2H,3H-pyrido[2,3-b][1,4]oxazin-7-yl}-5,6,7,8-tetrahydro-2,6-naphthyridin-3-yl)amino]-N-[2-(morpholin-4-yl)ethyl]benzamide CC1=C(C(=O)NCCN2CCOCC2)C=CC(=C1)NC=1N=CC=2CCN(CC2C1)C1=C(C2=C(OCCN2)N=C1)C